((1R,2R)-1-(2-bromo-6-chloropyridin-4-yl)-1-hydroxy-3-methoxypropan-2-yl)(2-hydroxyethyl)carbamate BrC1=NC(=CC(=C1)[C@H]([C@@H](COC)OC(NCCO)=O)O)Cl